(S)-2-((2-((S)-4-(difluoromethyl)-2-carbonyl-1,3-thiazepin-3-yl)-5,6-dihydrobenzo[f]imidazo[1,2-d][1,4]oxazepin-9-yl)amino)-3-methoxypropionamide FC(C=1N(C(SC=CC1)=C=O)C=1N=C2N(CCOC3=C2C=CC(=C3)N[C@H](C(=O)N)COC)C1)F